C(C)(C)(C)OC(=O)N1[C@@H](C[C@@H](C1)NC(=O)OCC=C)C(N(C=1C=C(C=CC1)C)CC)=O (2s,4s)-4-(allyloxycarbonylamino)-2-[ethyl-(m-tolyl)-carbamoyl]pyrrolidine-1-carboxylic acid tert-butyl ester